(3-(2,4-dioxotetrahydropyrimidin-1(2H)-yl)-1-methyl-1H-indazol-6-yl)piperidine-4-carbaldehyde O=C1N(CCC(N1)=O)C1=NN(C2=CC(=CC=C12)N1CCC(CC1)C=O)C